nona-2E-enal C(\C=C\CCCCCC)=O